3-(2-(5-(4-fluorobenzylidene)-3-(3-isopropylphenyl)-4-oxothiazolidine-2-ylidene)hydrazono)-5-fluoroindol-2-one FC1=CC=C(C=C2C(N(C(S2)=NN=C2C(NC3=CC=C(C=C23)F)=O)C2=CC(=CC=C2)C(C)C)=O)C=C1